ClC=1C=C2C(=NC=NC2=C(C1C1=CC(=CC2=CC=CC=C12)C(F)F)F)N1CCN(CC1)C(C=C)=O 1-(4-(6-chloro-7-(3-(difluoromethyl)naphthalen-1-yl)-8-fluoroquinazolin-4-yl)piperazin-1-yl)prop-2-en-1-one